C(C)OC(C(O)C)=O ethyl-lactoate